(2S,4S)-4-azido-2-(2-hydroxyethyl)piperidine-1-carboxylic acid tert-butyl ester C(C)(C)(C)OC(=O)N1[C@@H](C[C@H](CC1)N=[N+]=[N-])CCO